[Rb].C(O)C(C(=O)O)(C)CO 2,2-dimethylolpropionic acid rubidium